C(C)(C)OC=1C=CC(=NC1)C1=NSC(=N1)NC1=NC=C(C(=O)OC)C=C1C(C)C methyl 6-((3-(5-isopropoxypyridin-2-yl)-1,2,4-thiadiazol-5-yl)amino)-5-isopropylnicotinate